1-(6-methoxypyridin-3-yl)-1H-indazole COC1=CC=C(C=N1)N1N=CC2=CC=CC=C12